N-(6-((5-bromo-2-((4-(4-(3-(dimethylamino)pyrrolidin-1-yl)piperidin-1-yl)-2-methoxy-5-methylphenyl)amino)pyrimidin-4-yl)amino)-2,3-dihydrobenzofuran-5-yl)-N-methylmethanesulfonamide BrC=1C(=NC(=NC1)NC1=C(C=C(C(=C1)C)N1CCC(CC1)N1CC(CC1)N(C)C)OC)NC1=CC2=C(CCO2)C=C1N(S(=O)(=O)C)C